C(C)(C)N1N=C(C=C1C1[C@H]2CC(C[C@@H]12)N1[C@H]2CO[C@H](C1)C2)C=2C=NC=C(C2)C(F)(F)F (1S,4R)-5-((1R,3r,5S,6R)-6-(1-isopropyl-3-(5-(trifluoromethyl)pyridin-3-yl)-1H-pyrazol-5-yl)bicyclo[3.1.0]hex-3-yl)-2-oxa-5-azabicyclo[2.2.1]heptane